OC(CN1C(N(C2=C1C=CC(=C2)[N+](=O)[O-])CCC(C)(C)O)=O)(C)C 1-(2-hydroxy-2-methylpropyl)-3-(3-hydroxy-3-methylbutyl)-5-nitro-1,3-dihydro-2H-benzo[d]imidazol-2-one